NC=1SC(=NN1)C=1NC2=CC=CC=C2C1 2-amino-5-(1H-indol-2-yl)-1,3,4-thiadiazole